C1(=CC=CC=C1)S(=O)(=O)N1C=CC=2C1=NC=CC2C2=CC=C(NC([C@@H](CC1=CC=C(C=C1)OC)NC(OC(C)(C)C)=O)=O)C=C2 tert-Butyl N-[(1R)-2-[4-[1-(benzenesulfonyl)pyrrolo[2,3-b]pyridin-4-yl]anilino]-1-[(4-methoxyphenyl)methyl]-2-oxo-ethyl]carbamate